(S)-2-(o-chlorophenyl)-2-(methylamino)cyclohexanone hydrochloride Cl.ClC1=C(C=CC=C1)[C@@]1(C(CCCC1)=O)NC